1-amino-2-β-hydroxyethylamino-5-nitrobenzene NC1=C(C=CC(=C1)[N+](=O)[O-])NCCO